(2S)-5-oxopyrrolidine-1,2,4-tricarboxylate O=C1C(C[C@H](N1C(=O)[O-])C(=O)[O-])C(=O)[O-]